COC=1C=C(C=CC1)N1CCCC1 1-(3-methoxyphenyl)pyrrolidine